(S)-3-(2-ethoxypyrimidin-5-yl)-3-(3-(3-(5,6,7,8-tetrahydro-1,8-naphthyridin-2-yl)propyl)-1H-pyrazol-1-yl)propionic acid C(C)OC1=NC=C(C=N1)[C@H](CC(=O)O)N1N=C(C=C1)CCCC1=NC=2NCCCC2C=C1